CN1C=2C=CC=NC2C=CC1=O 5-methyl-6-oxo-5,6-dihydro-1,5-naphthyridine